[N+](=O)([O-])C1=C(C=CC=2CCNCCC21)N 6-nitro-2,3,4,5-tetrahydro-1H-benzo[d]azepin-7-amine